(R)-2-cyclobutoxy-4-(8-(3-(ethoxymethyl)-4-methylpiperazin-1-yl)-7-methyl-5-oxo-1,3,4,5-tetrahydro-2H-chromeno[3,4-c]pyridine-3-carbonyl)-3-fluoro-N-(pyrrolidin-1-ylsulfonyl)benzamide C1(CCC1)OC1=C(C(=O)NS(=O)(=O)N2CCCC2)C=CC(=C1F)C(=O)N1CC2=C(CC1)C=1C=CC(=C(C1OC2=O)C)N2C[C@@H](N(CC2)C)COCC